4-cyano-3-fluoro-2-((2-fluoro-4-iodophenyl)amino)benzoic acid C(#N)C1=C(C(=C(C(=O)O)C=C1)NC1=C(C=C(C=C1)I)F)F